C12C(CC(CC1)C2)NS(=O)(=O)C2=CC=1C(C3=CC(=CC=C3C1C=C2)S(=O)(=O)NC2CCC(CC2)O)=O N2-(bicyclo[2.2.1]heptan-2-yl)-N7-((1r,4r)-4-hydroxycyclohexyl)-9-oxo-9H-fluorene-2,7-disulfonamide